CC1N(CCCC1)C1=CC=C(C=N1)NC(OC1=CC=CC=C1)=O phenyl (6-(2-methylpiperidin-1-yl)pyridin-3-yl)carbamate